C(C=C)OC=1C=CC(=C(C1)NCCC(=O)O)C 3-((5-(allyloxy)-2-methylphenyl)amino)propanoic acid